dihydrobenzo[c]isothiazole N1SCC2=C1C=CC=C2